FC=1C(=C(C=CC1NC(=O)C=1SC(=CC1)C1=CC=CC=C1)C1=CC=CC=C1)CC(=O)O 2-(3-fluoro-4-(5-phenylthiophene-2-carboxamido)-[1,1'-biphenyl]-2-yl)acetic acid